(S)-(4-(3-(4,4-difluorocyclohexyl)-6,7-difluoro-2-oxoindolin-3-yl)-2-fluorophenyl)boronic acid FC1(CCC(CC1)[C@]1(C(NC2=C(C(=CC=C12)F)F)=O)C1=CC(=C(C=C1)B(O)O)F)F